[N+](=O)([O-])C1[C@H](C2=C(O1)C=CC=1C(=CC=3C=CC4=C(C3C12)C=CC=C4)C4=CC=CC=C4)P(C4=CC=CC=C4)(C4=CC=CC=C4)=O ((1S)-2-nitro-6-phenyl-1,2-dihydrobenzo[5,6]phenanthro[3,4-b]furan-1-yl)diphenylphosphine oxide